2,5-Di((difluoromethoxy)methyl)pyrrolidine-1-carboxylic acid tert-butyl ester C(C)(C)(C)OC(=O)N1C(CCC1COC(F)F)COC(F)F